(S)-N2-(1-(2-chloro-6-fluorophenyl)ethyl)-6-(3-methylimidazo[1,5-a]pyridin-6-yl)-1,3,5-triazine-2,4-diamine ClC1=C(C(=CC=C1)F)[C@H](C)NC1=NC(=NC(=N1)N)C=1C=CC=2N(C1)C(=NC2)C